FC1=C(C(=O)N([C@H]2CNCCC2)C2=NC=CC3=CC=CC(=C23)C)C=CC(=C1)NC1=NC=CC(=N1)N(C)CCOC (R)-2-fluoro-4-((4-((2-methoxyethyl)(methyl)amino)pyrimidin-2-yl)amino)-N-(8-methylisoquinolin-1-yl)-N-(piperidin-3-yl)benzamide